2-(3-Oxa-6-azabicyclo[3.1.1]heptan-6-yl)-N-(4-((2,2-difluorobenzo[d][1,3]dioxol-5-yl)carbamoyl)-6-methoxypyridin-3-yl)-6-methoxybenzo[d]thiazole-7-carboxamide C12COCC(N1C=1SC3=C(N1)C=CC(=C3C(=O)NC=3C=NC(=CC3C(NC3=CC1=C(OC(O1)(F)F)C=C3)=O)OC)OC)C2